The molecule is an acyl-CoA(4-) obtained by deprotonation of the phosphate and diphosphate OH groups of (8Z,11Z,14Z,17Z,20Z)-hexacosapentaenoyl-CoA; major species at pH 7.3. It is a polyunsaturated fatty acyl-CoA(4-) and an (11Z)-Delta(11)-fatty acyl-CoA(4-). It is a conjugate base of an (8Z,11Z,14Z,17Z,20Z)-hexacosapentaenoyl-CoA. CCCCC/C=C\\C/C=C\\C/C=C\\C/C=C\\C/C=C\\CCCCCCC(=O)SCCNC(=O)CCNC(=O)[C@@H](C(C)(C)COP(=O)([O-])OP(=O)([O-])OC[C@@H]1[C@H]([C@H]([C@@H](O1)N2C=NC3=C(N=CN=C32)N)O)OP(=O)([O-])[O-])O